5-(4-((5-(methylsulfonyl)pyrazin-2-yl)ethynyl)phenoxy)-1H-1,2,3-triazole-4-carboxylic acid CS(=O)(=O)C=1N=CC(=NC1)C#CC1=CC=C(OC2=C(N=NN2)C(=O)O)C=C1